2-(pyrrolidin-1-yl)thiazole-5-carboxylic acid N1(CCCC1)C=1SC(=CN1)C(=O)O